1,2-bis(phenoxymethyl)benzene O(C1=CC=CC=C1)CC1=C(C=CC=C1)COC1=CC=CC=C1